O1CCN(CCC1)C=1C2=C(N=CN1)C=CN=C2 4-(1,4-oxazepan-4-yl)pyrido[4,3-d]pyrimidin